C(C)(C)(C)C=1C=C(C(=O)N2CC3(CC3)C[C@H]2C(=O)N[C@@H](C[C@H]2C(NCC2)=O)C(COC(F)(F)F)=O)C=CC1 (S)-5-(3-(tert-butyl)benzoyl)-N-((S)-3-oxo-1-((S)-2-oxopyrrolidin-3-yl)-4-(trifluoromethoxy)butan-2-yl)-5-azaspiro[2.4]heptane-6-carboxamide